(S)-4-(2,2-difluoro-7-((5-methoxy-7-methyl-1H-indol-4-yl)methyl)-7-azaspiro[3.5]nonan-6-yl)benzoic acid FC1(CC2(C1)C[C@H](N(CC2)CC2=C1C=CNC1=C(C=C2OC)C)C2=CC=C(C(=O)O)C=C2)F